Cl.NC(COC(C(C)C1=CC=CC=C1)=O)(C)C 2-phenylpropionic acid 2-amino-2-methylpropyl ester hydrochloride